C12CC(CC2C1)OC1=C(C=C(C=C1F)NC(C1=NC(=C(C=C1)Br)N1CC(C1)(C)OC)=O)F N-(4-(bicyclo[3.1.0]hexan-3-yloxy)-3,5-difluorophenyl)-5-bromo-6-(3-methoxy-3-methylazetidin-1-yl)picolinamide